ClC=1C=C(CCN2C[C@H]([C@@H](CC2)O)COC2=CC=C(C=C2)S(=O)(=O)C)C=CC1 |r| rac-trans-1-(3-chlorophenethyl)-3-((4-(methylsulfonyl)phenoxy)methyl)piperidin-4-ol